S1C=NC2=C1C=CC=C2CNC2=NC=CC=C2C=2N=NC=CC2 N-(benzo[d]thiazol-4-ylmethyl)-3-(pyridazin-3-yl)pyridin-2-amine